3-chloro-N-{(1S)-1-[1-(5-nitropyridin-2-yl)-1H-1,2,4-triazol-5-yl]ethyl}-5-(trifluoromethyl)benzamide ClC=1C=C(C(=O)N[C@@H](C)C2=NC=NN2C2=NC=C(C=C2)[N+](=O)[O-])C=C(C1)C(F)(F)F